ClC1=C(C=CC=C1Cl)[C@@H]1N(OCC1)C1=CC(=NC=N1)NC=1C(=CC(=C(C1)NC(C=C)=O)N1CCC(CC1)N1CCN(CC1)C1CCOCC1)OC N-(5-((6-((R)-3-(2,3-dichlorophenyl)isoxazolidine-2-yl)pyrimidine-4-yl)amino)-4-methoxy-2-(4-(4-(tetrahydro-2H-pyran-4-yl)piperazine-1-yl)piperidine-1-yl)phenyl)acrylamide